N=1NN=NC1C12CC(C1)(C2)C(=O)C2=CC(=NC=C2)N2CCNCC2 (3-(2H-tetrazol-5-yl)bicyclo[1.1.1]pentan-1-yl)(2-(piperazin-1-yl)pyridin-4-yl)methanone